C(C)(C)C1=NC=CC(=C1NC(C(C(C=1C(=NC(=C(C1)Cl)Cl)Cl)=O)[N+](=O)[O-])=O)SC N-(2-Isopropyl-4-(methylthio)pyridin-3-yl)-2-nitro-3-oxo-3-(2,5,6-trichloropyridin-3-yl)propaneAmide